C(CCC)[Sn](C1=CN=C(S1)C(C)C)(CCCC)CCCC tributyl-(2-isopropylthiazol-5-yl)stannane